tert-butyl 6-[(1,7-dimethylindazol-6-yl)methyl]-2-azaspiro[3.3]heptane-2-carboxylate CN1N=CC2=CC=C(C(=C12)C)CC1CC2(CN(C2)C(=O)OC(C)(C)C)C1